Chloro-1-methylpyridinium iodid [I-].ClC1=[N+](C=CC=C1)C